C(=CC)C=1C(=C(C=CC1)O)C=CC dipropenylphenol